NC1CCC(CC1)NC=1C=C(C=CC1C(F)(F)F)C1=NNC(O1)=O 5-[3-{[(1R,4r)-4-aminocyclohexyl]amino}-4-(trifluoromethyl)phenyl]-1,3,4-oxadiazol-2(3H)-one